OCC1=CC=C(C=C1)[C@@H](C)[C@]1(C(NC[C@@H]1C)=O)C (3R,4R)-3-[(1R)-1-[4-(hydroxymethyl)phenyl]ethyl]-3,4-dimethyl-pyrrolidin-2-one